2'-chloro-N-(6-[(4R)-4-hydroxy-2-oxopiperidin-1-yl]-1,3-benzothiazol-2-yl)-5'-methoxy-6-methyl-[4,4'-bipyridine]-3-carboxamide ClC1=NC=C(C(=C1)C1=C(C=NC(=C1)C)C(=O)NC=1SC2=C(N1)C=CC(=C2)N2C(C[C@@H](CC2)O)=O)OC